C(C1=CC=CC=C1)N1CN(N2C(C1=O)=C(C(C=C2)=O)OCC2=CC=CC=C2)C21C(=CC3=CC(=C(C=C23)F)F)CC=2C=CC=CC21 3-benzyl-5-(benzyloxy)-1-(2,3-difluoroindeno[1,2-a]inden-4b(9H)-yl)-2,3-dihydro-1H-pyrido[2,1-f][1,2,4]triazine-4,6-dione